(bromo(difluoro)methyl)-trimethylsilane BrC(F)(F)[Si](C)(C)C